1-(4-Methoxyphenyl)-N-methyl-methylamine COC1=CC=C(C=C1)CNC